N-heptylcarbamic acid, 2,4a,9-trimethyl-2,3,4,4a,9,9a-hexahydro-1,2-oxazino[6,5-b]indol-6-yl ester C(CCCCCC)NC(OC=1C=C2C3(C(N(C2=CC1)C)ON(CC3)C)C)=O